N'-isonicotinoyl-5-methylpicolinohydrazide hydrogen chloride Cl.C(C1=CC=NC=C1)(=O)NNC(C1=NC=C(C=C1)C)=O